6-methyl-4-azaspiro[2.4]heptane CC1CNC2(CC2)C1